(Trans-4-(((trans-4-aminocyclohexyl)methyl)(ethyl)amino)cyclohexyl)carbamic acid tert-butyl ester C(C)(C)(C)OC(N[C@@H]1CC[C@H](CC1)N(CC)C[C@@H]1CC[C@H](CC1)N)=O